1-(p-tolylsulfonyl)pyrrolo[2,3-c]pyridine-4-carbonitrile C1(=CC=C(C=C1)S(=O)(=O)N1C=CC2=C1C=NC=C2C#N)C